tert-Butyl 6-(ethylsulfonyl)-1-((4-(trifluoromethoxy)phenyl)carbamoyl)-3,4-dihydroisoquinoline-2(1H)-carboxylate C(C)S(=O)(=O)C=1C=C2CCN(C(C2=CC1)C(NC1=CC=C(C=C1)OC(F)(F)F)=O)C(=O)OC(C)(C)C